CC1=C(C=C(C(=O)NC2=CC(=CC=C2)C(F)(F)F)C=C1)CNC=1C=NC=CC1 4-methyl-3-((pyridin-3-ylamino)methyl)-N-(3-(trifluoromethyl)phenyl)benzamide